tribenzylsilylium methyltri(pentafluorophenyl)borate phenyl-6-((3-methyl-1,4-dioxo-1,4-dihydronaphthalen-2-yl)methyl)nicotinate C1(=CC=CC=C1)OC(C1=CN=C(C=C1)CC=1C(C2=CC=CC=C2C(C1C)=O)=O)=O.C[B-](C1=C(C(=C(C(=C1F)F)F)F)F)(C1=C(C(=C(C(=C1F)F)F)F)F)C1=C(C(=C(C(=C1F)F)F)F)F.C(C1=CC=CC=C1)[Si+](CC1=CC=CC=C1)CC1=CC=CC=C1